CC1(CCNCC1)C1=CC=C(C=C1)NC=1C(=NC=C(N1)N1CC(CCC1)N1C(N2C(C=CC=C2)=C1)=O)C(=O)N 3-((4-(4-methylpiperidin-4-yl)phenyl)amino)-5-(3-(3-oxoimidazo[1,5-a]pyridin-2(3H)-yl)piperidin-1-yl)pyrazin-2-carboxamide